3,5-bis(t-butyl)-4-hydroxyphenylacetyl chloride C(C)(C)(C)C=1C=C(C=C(C1O)C(C)(C)C)CC(=O)Cl